COC(=O)C1N(C2CC(C1)C2)CC2=CC=C(C=C2)OC 2-[(4-methoxyphenyl)methyl]-2-azabicyclo[3.1.1]heptane-3-carboxylic acid methyl ester